FC(C1=NN=C(O1)C1=CC=C(CN2C=NC(=C2)C=2C=C(C=CC2)NC(=O)N2CCOCC2)C=C1)F N-(3-(1-(4-(5-(difluoromethyl)-1,3,4-oxadiazol-2-yl)benzyl)-1H-imidazol-4-yl)phenyl)morpholine-4-carboxamide